2-(1-(dimethylcarbamoyl)-1H-indol-6-yl)acetic acid CN(C(=O)N1C=CC2=CC=C(C=C12)CC(=O)O)C